FC1(CCC2=C1N=C(N=C2N2C[C@@H]1C([C@@H]1C2)CC(=O)N2CC(NCC2)=O)N2[C@H](CC2)C)F 4-(2-((1R,5S,6R)-3-(7,7-difluoro-2-((S)-2-methylazetidin-1-yl)-6,7-dihydro-5H-cyclopenta[d]pyrimidin-4-yl)-3-azabicyclo[3.1.0]hex-6-yl)acetyl)piperazin-2-one